bis-pyridinium ammonium bromide [Br-].[NH4+].[NH+]1=CC=CC=C1.[NH+]1=CC=CC=C1.[Br-].[Br-]